FC([C@@H](CNC(=O)C=1N=NC=C(C1N1C[C@]2(CCCN2)CC1)C1=CC(=CC(=C1)F)F)OC)(F)F N-[(R)-3,3,3-trifluoro-2-methoxypropyl]-4-{(S)-1,7-diaza-7-spiro[4.4]nonyl}-5-(3,5-difluorophenyl)-3-pyridazinecarboxamide